BrC1=CC(=C(C(=C1)F)[C@H]1N([C@@H](CC2=CC(=CC=C12)O)C)C1=CC=C(C=C1)C1CC1)F (1S,3R)-1-(4-bromo-2,6-difluorophenyl)-2-(4-cyclopropylphenyl)-3-methyl-1,2,3,4-tetrahydroisoquinolin-6-ol